C(C)(C)(C)OC(=O)N1CC2(C1)CC(C2)CN2N=C(C=C2C)C(F)(F)F.FC(C2=C(C=CC=C2S(=O)(=O)C2=CC=C(C=C2)OC)N2CCNCC2)F 1-(2-(difluoromethyl)-3-((4-methoxyphenyl)sulfonyl)phenyl)piperazine tert-butyl-6-[[5-methyl-3-(trifluoromethyl)pyrazol-1-yl]methyl]-2-azaspiro[3.3]heptane-2-carboxylate